tert-butyl (4-(dimethoxyphosphoryl)cyclohexyl)carbamate COP(=O)(OC)C1CCC(CC1)NC(OC(C)(C)C)=O